C1(=CC=CC=C1)CS(=O)(=O)NC1=C(C=CC(=C1)C(=O)N1CCC(CC1)C1=CC=C(C=C1)OC=1C=NC(=CC1)C(F)(F)F)N1CCN(CC1)C(=O)OC(C)(C)C tert-butyl 4-(2-((phenylmethyl)sulfonamido)-4-(4-(4-((6-(trifluoromethyl)pyridin-3-yl)oxy)phenyl)-piperidine-1-carbonyl)phenyl)piperazine-1-carboxylate